[Na+].NC1=C2C(=C(C(=CC2=CC(=C1)S(=O)(=O)O)S(=O)(=O)[O-])N=NC1=CC=C(C=C1)[N+](=O)[O-])O 5-amino-4-hydroxy-3-((4-nitrophenyl) diazenyl)-7-sulfonaphthalene-2-sulfonate sodium